N1C=CC2=CC(=CC=C12)CNC1=CC=CC(=N1)C1CCN(CC1)CC1=NC2=C(N1C[C@H]1OCC1)C=C(C=C2)C(=O)[O-] (S)-2-((4-(6-(((1H-indol-5-yl)methyl)amino)pyridin-2-yl)piperidin-1-yl)methyl)-1-(oxetan-2-ylmethyl)-1H-benzo[d]imidazole-6-carboxylate